CC=1C=C(C=CC1OC1=CC=CC=C1)NC(=O)NC1=CC(=CC=C1)OC(F)(F)F 1-(3-methyl-4-phenoxyphenyl)-3-[3-(trifluoromethoxy)phenyl]urea